ClC=1C=C(C=CC1F)NC(N(C)C(C)C1=NNC(C2=CC(=CC=C12)Cl)=O)=O 3-(3-chloro-4-fluorophenyl)-1-(1-(6-chloro-4-oxo-3,4-dihydrophthalazin-1-yl)ethyl)-1-methylurea